(2S,4S)-1-tert-butyl-2-methyl-2-benzyl-4-(benzyloxy)pyrrolidine C(C)(C)(C)N1[C@](C[C@@H](C1)OCC1=CC=CC=C1)(CC1=CC=CC=C1)C